3-[4-(Azetidin-3-yl)phenyl]-5-(2,2-dimethylpropyl)-1,2,4-oxadiazole N1CC(C1)C1=CC=C(C=C1)C1=NOC(=N1)CC(C)(C)C